C(C1=CC=CC=C1)OC(=O)N[C@H](C(=O)O)C1CCCCCC1 (S)-2-(((benzyloxy)carbonyl)amino)-2-cycloheptylacetic acid